C(CCCCCCC)P(CCCCCCCC)CCCCCCCC Tri-n-octylphosphin